4-hydroxy-trans-2-nonenal OC(/C=C/C=O)CCCCC